methoxy-2-vinylpyridin-3-amine COC1=C(C(=NC=C1)C=C)N